1-(4-(pyridin-4-yl)phenyl)imidazoline-2-one N1=CC=C(C=C1)C1=CC=C(C=C1)N1C(NCC1)=O